9-(5-(Dimethylamino)-N-(8-((2-hexyldecyl)oxy)-8-oxooctyl)-pentanoylamino)-nonadecanoic acid 2-hexyldecyl ester C(CCCCC)C(COC(CCCCCCCC(CCCCCCCCCC)N(CCCCCCCC(=O)OCC(CCCCCCCC)CCCCCC)C(CCCCN(C)C)=O)=O)CCCCCCCC